1-benzhydryl-azetidine-3-carboxylic acid C(C1=CC=CC=C1)(C1=CC=CC=C1)N1CC(C1)C(=O)O